CC=1C=C(C(F)(F)F)C=CC1C 3,4-Dimethyltrifluorotoluene